2,6-di-tert-butyl-4-(4-methoxybenzylidene)cyclohexen C(C)(C)(C)C1=CC(CC(C1)=CC1=CC=C(C=C1)OC)C(C)(C)C